2-[4-(2-methylpropyloxy)phenyl]acetyl chloride CC(COC1=CC=C(C=C1)CC(=O)Cl)C